3,6-dimethyl-2-(1-piperidyl)-8-[1-[2-(4,4,5,5-tetramethyl-1,3,2-dioxaborolan-2-yl)phenoxy]ethyl]chromen-4-one CC1=C(OC2=C(C=C(C=C2C1=O)C)C(C)OC1=C(C=CC=C1)B1OC(C(O1)(C)C)(C)C)N1CCCCC1